S(=O)(=O)(ON1[C@@H]2CC[C@H](N(C1=O)C2)C(NCC2CCNCC2)=N)O (2S,5R)-7-Oxo-2-(N-(piperidin-4-ylmethyl) carbamimidoyl)-1,6-diazabicyclo[3.2.1]octan-6-yl hydrogen sulfate